6-chloro-4-[(3R,4S)-4-(4-chloro-2-fluoro-anilino)-3-methyl-1-piperidinyl]-1-methyl-2-oxo-1,5-naphthyridine-3-carbonitrile ClC=1N=C2C(=C(C(N(C2=CC1)C)=O)C#N)N1C[C@H]([C@H](CC1)NC1=C(C=C(C=C1)Cl)F)C